(R)-1-(sec-butyl)-6-(prop-1-en-2-yl)-N-(1-(3,4,5-trimethoxyphenyl)-1H-imidazol-4-yl)-1H-pyrazolo[3,4-d]Pyrimidine-4-amine [C@@H](C)(CC)N1N=CC=2C1=NC(=NC2NC=2N=CN(C2)C2=CC(=C(C(=C2)OC)OC)OC)C(=C)C